methyl N-(3-((tert-butoxycarbonyl)(methyl)amino)propanoyl)-N-methyl-L-valinate C(C)(C)(C)OC(=O)N(CCC(=O)N([C@@H](C(C)C)C(=O)OC)C)C